CC=1N=NNC1CNC1=NN=C(O1)C1CCN(CC1)C(=O)OCC1=CC(=CC(=C1)Cl)Cl 3,5-dichlorobenzyl 4-(5-(((4-methyl-1H-1,2,3-triazol-5-yl)methyl)amino)-1,3,4-oxadiazol-2-yl)piperidine-1-carboxylate